NC1=C(C(=NN1C(C)C)C1=CC=C(C=N1)C(C(=O)O)C)C#N 2-[6-(5-Amino-4-cyano-1-isopropylpyrazol-3-yl)pyridin-3-yl]propanoic acid